NC1=NC=NN2C1=C(C=C2C=2C=C(C(=NC2)C)C(=O)NCCN2CC(CC2)C2=CC=CC=C2)C(F)(F)F 5-[4-amino-5-(trifluoromethyl)pyrrolo[2,1-f][1,2,4]triazin-7-yl]-2-methyl-N-[2-(3-phenylpyrrolidin-1-yl)ethyl]pyridine-3-carboxamide